C(C)(C)(C)OC(=O)N/C(/N1[C@@H](CCC1)C1=NC(=NO1)C1=CC2=CC=C(C=C2C=C1)OCC1=CC=C(C=C1)Cl)=N/C(OC(C)(C)C)=O Tert-butyl (S,Z)-(((tert-butoxycarbonyl)amino)(2-(3-(6-((4-chlorobenzyl)oxy)naphthalen-2-yl)-1,2,4-oxadiazol-5-yl)pyrrolidin-1-yl)methylene)carbamate